4-((1-((4-chlorophenyl)amino)-1-oxopropan-2-yl)oxy)benzoic acid ClC1=CC=C(C=C1)NC(C(C)OC1=CC=C(C(=O)O)C=C1)=O